N1(CCNCC1)C1=CC(=NC=C1)NC1=NC2=CC=CC=C2C(N1)=O 2-((4-(piperazin-1-yl)pyridin-2-yl)amino)quinazolin-4(3H)-one